[6-bromo-1-(2-hydroxyethyl)indol-3-yl]-(2,3-dihydro-1,4-benzodioxin-3-yl)methanone BrC1=CC=C2C(=CN(C2=C1)CCO)C(=O)C1OC2=C(OC1)C=CC=C2